C(C)(C)C1=NN(C(=C1NC(=O)NS(=O)(=O)C=1C=NN2C1OCC(C2)NC)C(C)C)C(F)(F)F N-((3,5-diisopropyl-1-(trifluoromethyl)-1H-pyrazol-4-yl)carbamoyl)-6-(methylamino)-6,7-dihydro-5H-pyrazolo[5,1-b][1,3]oxazine-3-sulfonamide